ClC=1C=C(NC2(CCC3([C@@H](CC4=CC=CC=C34)C3=CC=C(C=C3)OC3=CC=CC=C3)CC2)C(=O)O)C=CC1 (1r,2'S,4S)-4-(3-chloroanilino)-2'-(4-phenoxyphenyl)-2',3'-dihydrospiro[cyclohexane-1,1'-indene]-4-carboxylic acid